3-[[4-[(2R)-2-[[6-[cyclobutyl(methyl)amino]pyrazin-2-yl]methylamino]-5,5-dimethyl-hexoxy]-6-(2,6-dimethylphenyl)pyrimidin-2-yl]sulfamoyl]benzoic acid C1(CCC1)N(C1=CN=CC(=N1)CN[C@@H](COC1=NC(=NC(=C1)C1=C(C=CC=C1C)C)NS(=O)(=O)C=1C=C(C(=O)O)C=CC1)CCC(C)(C)C)C